C(C)(C)(C)OC(=O)N(S(=O)(=O)C1=C(C(=C(C=C1)N[C@@H]1CN(CC1)C(=O)OC(C)(C)C)C)F)C=1N=CSC1 tert-butyl (S)-3-((4-(N-(tert-butoxycarbonyl)-N-(thiazol-4-yl)sulfamoyl)-3-fluoro-2-methylphenyl)amino)pyrrolidine-1-carboxylate